N-(2-(2,6-difluorobenzyl)-4-methylphenyl)-2-morpholinoacetamide FC1=C(CC2=C(C=CC(=C2)C)NC(CN2CCOCC2)=O)C(=CC=C1)F